NC=1C2=C(N=CN1)N(C(=C2C2=CC(=C(C=C2)OC2=NC=CC(=N2)C)F)C=2C(=CC(=NC2)Cl)OCCO)COCC[Si](C)(C)C 2-((5-(4-amino-5-(3-fluoro-4-((4-methylpyrimidin-2-yl)oxy)phenyl)-7-((2-(trimethylsilyl)ethoxy)methyl)-7H-pyrrolo[2,3-d]pyrimidin-6-yl)-2-chloropyridin-4-yl)oxy)ethan-1-ol